C1(CCC1)NC(C)C1=CC(=C2CNC(C2=C1)=O)C(F)(F)F 6-[1-(cyclobutylamino)ethyl]-4-(trifluoromethyl)isoindolin-1-one